3-(4-(4-(1H-Pyrazol-4-yl)piperidin-1-yl)pyrimidin-2-yl)-6-(trifluoromethyl)imidazo[1,2-a]pyrazine N1N=CC(=C1)C1CCN(CC1)C1=NC(=NC=C1)C1=CN=C2N1C=C(N=C2)C(F)(F)F